NC1=CC=C(OC2=CC=C(C3=CC=CC=C23)N)C=C1 4-(4-aminophenoxy)-1-naphthylamine